C(C)(C)(C)C1=CC=CC2=C(C3=CC=CC=C3C(=C12)OC(=O)C1C(C2C=CC1C2)C(=O)O)OC(=O)C2C(C1C=CC2C1)C(=O)O 4-(tert-butyl)-9,10-bis[2-carboxy(3,6-methano-4-cyclohexenyl)]carbonyloxyanthracene